5-(2-(1-(3,4-difluorophenyl)-6-oxopiperidin-2-yl)-5-(3,5-dimethylisoxazol-4-yl)-1H-benzo[d]imidazol-1-yl)-N-methyl-1,2,4-thiadiazole-3-carboxamide FC=1C=C(C=CC1F)N1C(CCCC1=O)C1=NC2=C(N1C1=NC(=NS1)C(=O)NC)C=CC(=C2)C=2C(=NOC2C)C